3-[(hexahydropyridin-4-yl)(methyl)amino-1-Methylpyrrolo[3,2-c]pyridin-3-yl]-2-chloro-N-(2,2,2-trifluoroethyl)benzamide N1CCC(CC1)C1=NC=CC2=C1C(=C(N2C)NC)C=2C(=C(C(=O)NCC(F)(F)F)C=CC2)Cl